FC(C1(CC1)C1=C(OC2=NC=CC=C2N)C=CC=C1)(F)F 2-(2-(1-(trifluoromethyl)cyclopropyl)phenoxy)pyridin-3-amine